CC(C1=CC=CC=C1)(C)OC(C)=O acetic acid α,α-dimethylbenzyl ester